NC1=C(C=CC(=C1)Cl)NC1=CC=C(C=C1)NS(=O)(=O)C1=CC=CC=C1 (l)-N-[4-(2-Amino-4-chlorophenylamino)phenyl]benzenesulfonamide